1,1-bis(methoxymethyl)-7-phenylindene COCC1(C=CC2=CC=CC(=C12)C1=CC=CC=C1)COC